(5S,7S)-7-fluoro-2-(fluoromethylsulfanyl)-5-phenyl-6,7-dihydro-5H-pyrrolo[1,2-b][1,2,4]triazole F[C@H]1C[C@H](N2N=C(N=C21)SCF)C2=CC=CC=C2